C(#N)COC(CCCN1CCOCC1)=O 4-morpholino-butanoic acid cyanomethyl ester